C(C1=CC=CC=C1)OC(=O)N1CCC(CC1)C(=O)N1CCC(CC1)CC1CCN(CC1)C(=O)OC(C)(C)C tert-butyl 4-[[1-(1-benzyloxycarbonylpiperidine-4-carbonyl)-4-piperidyl]methyl]piperidine-1-carboxylate